N-(1-(2-amino-6-methylpyrimidin-4-yl)piperidin-4-yl)-N-(3-(pyrrolidin-1-yl)benzyl)acetamide NC1=NC(=CC(=N1)N1CCC(CC1)N(C(C)=O)CC1=CC(=CC=C1)N1CCCC1)C